BrC=1C(=C(CO)C=C(C1)Br)N 3,5-dibromo-o-aminobenzyl alcohol